O=C1CC=2C(=NC(=CC2)C(=O)[O-])N1 2-oxo-2,3-dihydro-1H-pyrrolo[2,3-b]pyridine-6-carboxylate